C(CCCCC)C(C(=O)OCC(COC(CCNC([C@@H](C(COC(CCC1=CC=C(C=C1)CN(C)C)=O)(C)C)O)=O)=O)OC(C(CCCCCCCC)CCCCCC)=O)CCCCCCCC 3-((3-((R)-4-((3-(4-((Dimethylamino)methyl)phenyl)propanoyl) oxy)-2-hydroxy-3,3-dimethylbutanamido)propanoyl)oxy)propane-1,2-diyl bis(2-hexyldecanoate)